CC1CC2(CCC2)C1 6-methylspiro[3.3]heptan